(R)-1-(3-Fluorophenyl)-2-((2-((1s,4S)-4-methoxycyclohexyl)propan-2-yl)amino)-ethan-1-ol FC=1C=C(C=CC1)[C@H](CNC(C)(C)C1CCC(CC1)OC)O